ClC1=C(C(=CC=C1Cl)O)C1CC(NCC1)C(=O)N rel-4-(2,3-dichloro-6-hydroxyphenyl)piperidine-2-carboxamide